acrylic acid (methyl)acrylate COC(C=C)=O.C(C=C)(=O)O